Tert-butyl 6-((4-(7-(dimethylphosphoryl)-6-fluoro-1H-indol-3-yl)-5-(trifluoromethyl) pyrimidin-2-yl) amino)-2-azaspiro[3.3]heptane-2-carboxylate CP(=O)(C)C=1C(=CC=C2C(=CNC12)C1=NC(=NC=C1C(F)(F)F)NC1CC2(CN(C2)C(=O)OC(C)(C)C)C1)F